(R)-2-((4-fluoro-2,5-dimethylphenyl)amino)-N-((7-(methoxymethyl)-1,4-oxazepan-4-yl)sulfonyl)oxazole-4-carboxamide FC1=CC(=C(C=C1C)NC=1OC=C(N1)C(=O)NS(=O)(=O)N1CCO[C@H](CC1)COC)C